2,5-Didodecylphenol C(CCCCCCCCCCC)C1=C(C=C(C=C1)CCCCCCCCCCCC)O